(1-butoxycarbonylamino-cyclohexyl)-acetic acid C(CCC)OC(=O)NC1(CCCCC1)CC(=O)O